1-tert-butyl-3-{4-[2-(dimethylamino)ethanesulfonamido]phenyl}-5-{[2-(2-methoxyethoxy)pyridin-4-yl]amino}-1H-pyrazole-4-carboxamide C(C)(C)(C)N1N=C(C(=C1NC1=CC(=NC=C1)OCCOC)C(=O)N)C1=CC=C(C=C1)NS(=O)(=O)CCN(C)C